2-(6,7-Dihydro-5H-pyrrolo[1,2-c]imidazol-1-yl)-2-[4-fluoro-1-oxo-6-(4-piperazin-1-ylphenyl)isoindolin-2-yl]-N-thiazol-2-yl-acetamide hydrochloride Cl.C1(=C2N(C=N1)CCC2)C(C(=O)NC=2SC=CN2)N2C(C1=CC(=CC(=C1C2)F)C2=CC=C(C=C2)N2CCNCC2)=O